tert-Butyl 5-(4-amino-8-fluoro-6,7-dimethoxyquinazolin-2-yl)-2,5-diazabicyclo[2.2.2]octane-2-carboxylate NC1=NC(=NC2=C(C(=C(C=C12)OC)OC)F)N1C2CN(C(C1)CC2)C(=O)OC(C)(C)C